2-((3,5-dimethylisoxazol-4-yl)methoxy)-4-methyl-N-(4-sulfamoylbenzyl)benzamide CC1=NOC(=C1COC1=C(C(=O)NCC2=CC=C(C=C2)S(N)(=O)=O)C=CC(=C1)C)C